1-(6-chloro-4-((2-methoxy-3-(2-methyl-2H-1,2,3-triazol-4-yl)phenyl)amino)pyridin-3-yl)propan-1-one ClC1=CC(=C(C=N1)C(CC)=O)NC1=C(C(=CC=C1)C1=NN(N=C1)C)OC